C[C@]12CCC(=O)C=C1CC[C@@H]3[C@@H]2CC[C@]4([C@H]3C=CC4=O)C androsten-4-ene-3,17-dione